NC1CCN(CC1)C1=C(C=NC2=CC=C(C=C12)C=1C(=C(C#N)C=C(C1F)F)O)C1=CC(=CC(=C1)F)F 3-[4-(4-Aminopiperidin-1-yl)-3-(3,5-difluorophenyl)chinolin-6-yl]-4,5-difluoro-2-hydroxybenzonitril